4-amino-6-((2,4-dimethoxybenzyl)amino)nicotinic acid ethyl ester C(C)OC(C1=CN=C(C=C1N)NCC1=C(C=C(C=C1)OC)OC)=O